5-Chloro-2-nitrobenzaldehyd ClC=1C=CC(=C(C=O)C1)[N+](=O)[O-]